1,2,3,3,3-pentafluoro-propene FC=C(C(F)(F)F)F